4,4'-diazido-2,2',3,3',5,5',6,6'-octafluoro-1,1'-biphenyl N(=[N+]=[N-])C1=C(C(=C(C(=C1F)F)C1=C(C(=C(C(=C1F)F)N=[N+]=[N-])F)F)F)F